(4-amino-1,3-dihydrofuro[3,4-c]quinolin-8-yl)((3R,5S)-3-(2-fluoro-4-(trifluoromethyl)phenyl)-5-methyl-4-morpholinyl)methanone NC1=NC=2C=CC(=CC2C2=C1COC2)C(=O)N2[C@@H](COC[C@@H]2C)C2=C(C=C(C=C2)C(F)(F)F)F